3,3'-dithiodipropionic acid dioctadecyl ester C(CCCCCCCCCCCCCCCCC)OC(CCSSCCC(=O)OCCCCCCCCCCCCCCCCCC)=O